7-(1-(tert-butoxycarbonyl)-1,2,3,6-tetrahydropyridin-4-yl)-1H-pyrrolo[2,3-c]pyridine-2-carboxylic acid ethyl ester C(C)OC(=O)C1=CC=2C(=C(N=CC2)C=2CCN(CC2)C(=O)OC(C)(C)C)N1